2,4,6-tribromobenzene-1,3,5-triyl triacrylate C(C=C)(=O)OC1=C(C(=C(C(=C1Br)OC(C=C)=O)Br)OC(C=C)=O)Br